indanetrione C1(C(C(C2=CC=CC=C12)=O)=O)=O